ClC1=CNC2=NC=C(C=C21)C=2C=C1CCOCC1=C(C2)CN(C)C 1-(6-(3-chloro-1H-pyrrolo[2,3-b]pyridin-5-yl)isochroman-8-yl)-N,N-dimethylmethylamine